C1(=CC=CC2=CC=CC=C12)NC(=O)[C@H]1CNC[C@@H]1C1=CC=C(C=C1)C(F)(F)F (3R,4S)-N-(naphthalen-1-yl)-4-[4-(trifluoromethyl)phenyl]Pyrrolidine-3-carboxamide